(6-bromo-2-pyridinyl)-6-[1-(trifluoromethyl)cyclopropyl]imidazo[1,2-a]pyrazine BrC1=CC=CC(=N1)C=1N=C2N(C=C(N=C2)C2(CC2)C(F)(F)F)C1